ClC=1C=CC=C2C(CC(CC12)(C(=O)OCC)C(=O)OCC)C(NC)=O diethyl 8-chloro-4-methylcarbamoyl-3,4-dihydronaphthalene-2,2(1H)dicarboxylate